δ-carotene CC1(C)CCC=C(C)C1\C=C\C(\C)=C\C=C\C(\C)=C\C=C\C=C(/C)\C=C\C=C(/C)\C=C\C=C(/C)\CCC=C(C)C